Methyl (R)-2-(5,7-difluoro-1H-indole-2-carboxamido)-3-(trimethylsilyl)propanoate FC=1C=C2C=C(NC2=C(C1)F)C(=O)N[C@H](C(=O)OC)C[Si](C)(C)C